C1=CC=CC=2C(C3=C(C(C12)=O)CCC(CC3)=O)=O 6,7,9,10-tetrahydro-5H-cyclohepta[b]naphthalene-5,8,11-trione